5-((4-(((S)-2-hydroxy-1-phenylethyl)amino)-5-(3-(pyridin-3-yl)-1,2,4-oxadiazol-5-yl)pyridin-2-yl)amino)-3-methylisoindolin-1-one OC[C@H](C1=CC=CC=C1)NC1=CC(=NC=C1C1=NC(=NO1)C=1C=NC=CC1)NC=1C=C2C(NC(C2=CC1)=O)C